(S)-alpha-fluoro-4-chlorobenzeneethanol F[C@@H](CC1=CC=C(C=C1)Cl)O